2-(3,3-difluoroazetidin-1-yl)nicotinaldehyde FC1(CN(C1)C1=C(C=O)C=CC=N1)F